C(C)OC(\N=C\1/SC=C(N1C1=C(C=CC=C1)Cl)C(N(C)C)=O)=O (Z)-(3-(2-chlorophenyl)-4-(dimethylcarbamoyl)thiazol-2(3H)-ylidene)carbamic acid ethyl ester